tert-butyl (S)-4-(6-(5-chloro-3-(methoxymethoxy) pyridin-2-yl)-1,2,4-triazin-3-yl)-2-isopropylpiperazine-1-carboxylate ClC=1C=C(C(=NC1)C1=CN=C(N=N1)N1C[C@@H](N(CC1)C(=O)OC(C)(C)C)C(C)C)OCOC